{4-[6-amino-5-(2,6-dichloro-benzyloxy)-pyridin-3-yl]-phenoxy}-acetic acid NC1=C(C=C(C=N1)C1=CC=C(OCC(=O)O)C=C1)OCC1=C(C=CC=C1Cl)Cl